(S)-N-((S)-1-(5-(2-cyclopropylquinolin-6-yl)-1H-imidazol-2-yl)-7-oxononyl)-6-isopropyl-6-azaspiro[2.5]octane-1-carboxamide C1(CC1)C1=NC2=CC=C(C=C2C=C1)C1=CN=C(N1)[C@H](CCCCCC(CC)=O)NC(=O)[C@H]1CC12CCN(CC2)C(C)C